4,4-dimethyl-2-[[4-[5-(trifluoromethyl)-1,2,4-oxadiazol-3-yl]phenyl]methyl]isoxazolin-3-one Nickel-molybdenum-tungsten-lanthanum-magnesium [Mg].[La].[W].[Mo].[Ni].CC1(C(N(OC1)CC1=CC=C(C=C1)C1=NOC(=N1)C(F)(F)F)=O)C